tert-butyl (2R,4R)-4-((6-((1-(tert-butyl)-5-methyl-1H-pyrazol-3-yl) amino)-3-fluoro-4-(methylsulfonyl) pyridin-2-yl) methyl)-2-methylpiperidine-4-carboxylate C(C)(C)(C)N1N=C(C=C1C)NC1=CC(=C(C(=N1)C[C@@]1(C[C@H](NCC1)C)C(=O)OC(C)(C)C)F)S(=O)(=O)C